trimethylsilyl-pyrrole C[Si](C)(C)C=1NC=CC1